(S)-1-(2-(4-nitrobenzoyl)hydrazinecarbonyl)-N-(pyridin-3-yl)pyrrolidine-2-carboxamide [N+](=O)([O-])C1=CC=C(C(=O)NNC(=O)N2[C@@H](CCC2)C(=O)NC=2C=NC=CC2)C=C1